FC1=CC=C(C=N1)NC1=NC(=NC(=N1)NC(C)C)C1=NC=CC(=N1)C(F)(F)F (6-fluoro-pyridin-3-yl)-N'-isopropyl-6-(4-trifluoromethyl-pyrimidin-2-yl)-[1,3,5]triazine-2,4-diamine